C(C)OC(C(O)C1(OC(C(=C1)C1=CC=C(C=C1)F)=O)C(=O)[O-])=O 2-(2-Ethoxy-1-hydroxy-2-oxoethyl)-4-(4-fluorophenyl)-5-oxo-2,5-dihydrofuran-2-carboxylate